FC=1C=C(C(=O)Cl)C=C(C1)F 3,5-difluorobenzoyl chloride